CN1CC(C1)(C)[C@@](C=1C=C(C=NC1)C#CC1(CNCC1)O)(C1=CC=C(C=C1)C(C)C)O 3-{5-[(R)-(1,3-Dimethyl-azetidin-3-yl)-hydroxy-(4-isopropyl-phenyl)-methyl]-pyridin-3-ylethynyl}-3-hydroxy-pyrrolidine